ClC1=C2C(=C(NC2=CC(=C1)Cl)C(=O)O)\C=C(\C(=O)O)/C1=CC=CC=C1 (E)-4,6-dichloro-3-(2-phenyl-2-carboxyvinyl)indole-2-carboxylic acid